CN1CC=CC=C1 1-methyl-1H-pyridin